1,3-bis(5-aminopentyl)tetramethyldisiloxane NCCCCC[Si](O[Si](CCCCCN)(C)C)(C)C